[Si](C)(C)(C(C)(C)C)OC1(CC(C1)N1C=C(C2=C1N=NC(=C2)C2=C(C=C(C=C2C)OC(F)F)OCOC)OC)C 7-((1s,3s)-3-{[tert-butyl(dimethyl)silyl]oxy}-3-methylcyclobutyl)-3-[4-(difluoromethoxy)-2-(methoxymethoxy)-6-methylphenyl]-5-methoxy-7H-pyrrolo[2,3-c]pyridazine